FC=1C=C(C=2C3=C(N(C2C1)C1=CC=C(C=C1)CC(=O)OC)C=CC=N3)F methyl 2-(4-(7,9-difluoro-5H-pyrido[3,2-b]indol-5-yl)phenyl)acetate